BrC1=C(C(=O)OC)C=C(C=C1O)Br methyl 2,5-dibromo-3-hydroxy-benzoate